CC(C)NC(O[C@H]1C[C@H](CC1)C1=CC(=NN1)NC(CC1=CC(=NC=C1)OC)=O)=O (1R,3S)-3-(3-{[(2-meth-oxypyridin-4-yl)acetyl]-amino}-1H-pyrazol-5-yl)-cyclopentyl propan-2-yl-carbamate